BrC=1C(=NC=2N(C1)CCN2)NC2=C(C(=CC=C2C)OC)C 6-bromo-N-(3-methoxy-2,6-dimethylphenyl)-2,3-dihydroimidazo[1,2-a]pyrimidin-7-amine